Tert-butyl 3-(2,5-dioxo-4-(pyrimidin-2-yl)imidazolidin-4-yl)propanoate O=C1NC(C(N1)(C1=NC=CC=N1)CCC(=O)OC(C)(C)C)=O